(1S,3S)-3-((2-cyclopropyl-6-(1-methyl-5-(((((R)-pentane-2-yloxy)carbonyl)amino)methyl)-1H-1,2,3-triazol-4-yl)pyridin-3-yl)oxy)cyclohexane-1-carboxylic acid C1(CC1)C1=NC(=CC=C1O[C@@H]1C[C@H](CCC1)C(=O)O)C=1N=NN(C1CNC(=O)O[C@H](C)CCC)C